ClC1=CC=C(C(=N1)C=1NC(C(=CN1)OCC(C(F)(F)F)(F)F)=O)SCC 2-(6-chloro-3-ethylsulfanyl-2-pyridyl)-5-(2,2,3,3,3-pentafluoro-propoxy)-1H-pyrimidin-6-one